benzyl 4-[[1-[1-(4-bromo-2-pyridyl)piperidine-4-carbonyl]-4-piperidyl]methyl]piperazine-1-carboxylate BrC1=CC(=NC=C1)N1CCC(CC1)C(=O)N1CCC(CC1)CN1CCN(CC1)C(=O)OCC1=CC=CC=C1